3-(1-(difluoromethyl)-5-methyl-1H-pyrazol-4-yl)-7,8-dihydro-1,6-naphthyridin FC(N1N=CC(=C1C)C=1C=NC=2CCN=CC2C1)F